2-(4'-bromo-[1,1'-biphenyl]-4-yl)-4,6-diphenyl-1,3,5-triazine BrC1=CC=C(C=C1)C1=CC=C(C=C1)C1=NC(=NC(=N1)C1=CC=CC=C1)C1=CC=CC=C1